1-(2-(methylthio)-4H-pyrrolo[2,3-d]thiazol-6-yl)propan-2-one CSC=1SC2=C(N1)NC=C2CC(C)=O